(5-methyl-2-oxo-1,3-dioxol-4-yl)methyl (2S)-2-(tert-butoxy)-2-(4-(4-chlorophenyl)-2,3,6-trimethyl-1-(oxetan-2-ylmethyl)-1H-pyrrolo[2,3-b]pyridin-5-yl)acetate C(C)(C)(C)O[C@H](C(=O)OCC=1OC(OC1C)=O)C=1C(=C2C(=NC1C)N(C(=C2C)C)CC2OCC2)C2=CC=C(C=C2)Cl